CC/C=C\\C/C=C\\C/C=C\\C/C=C\\CCCCC(=O)CC(=O)SCCNC(=O)CCNC(=O)[C@@H](C(C)(C)COP(=O)([O-])OP(=O)([O-])OC[C@@H]1[C@H]([C@H]([C@@H](O1)N2C=NC3=C(N=CN=C32)N)O)OP(=O)([O-])[O-])O The molecule is a 3-oxo-fatty acyl-CoA(4-) arising from deprotonation of the phosphate and diphosphate functions of (8Z,11Z,14Z,17Z)-3-oxoicosa-8,11,14,17-tetraenoyl-CoA. It is a conjugate base of an (8Z,11Z,14Z,17Z)-3-oxoicosatetraenoyl-CoA.